O1C=2C(OCC1COCCC(S(=O)(=O)[O-])C)=CSC2.[Na+] sodium 3-[(2,3-dihydrothieno[3,4-b]-[1,4]dioxin-2-yl) methoxy]-1-methyl-propanesulfonate